3,7-dimethyl-7-methoxyoctan CC(CC)CCCC(C)(OC)C